C(C)N(C(=O)C1=C(SC=C1)B(O)O)CC 3-(DIETHYLCARBAMOYL)THIOPHEN-2-YLBORONIC ACID